tert-butyl (2R,3S,4S)-4-[(2-methoxyethoxy)methoxy]-3-[({2-[(2R)-oxolan-2-yl]ethyl}carbamoyl)oxy]-2-{[4-(1,3-thiazol-5-yl)phenyl]methyl}pyrrolidine-1-carboxylate COCCOCO[C@@H]1[C@H]([C@H](N(C1)C(=O)OC(C)(C)C)CC1=CC=C(C=C1)C1=CN=CS1)OC(NCC[C@@H]1OCCC1)=O